((2-((2-(dimethylamino)ethyl)sulfonyl)acetyl)azanediyl)bis(ethane-2,1-diyl) ditetradecanoate C(CCCCCCCCCCCCC)(=O)OCCN(CCOC(CCCCCCCCCCCCC)=O)C(CS(=O)(=O)CCN(C)C)=O